BrC1=CC=C(C=C1)C1=NN(C(C1)C1=CC=C(OCC(=O)NCCOCCOCCNC(C2=CC(=CC=C2)S(NC=2C=CC=C3C(=CNC23)Cl)(=O)=O)=O)C=C1)C(CCl)=O N-(2-(2-(2-(2-(4-(3-(4-bromophenyl)-1-(2-chloroacetyl)-4,5-dihydro-1H-pyrazol-5-yl)phenoxy)acetamido)ethoxy)ethoxy)ethyl)-3-(N-(3-chloro-1H-indol-7-yl)sulfamoyl)benzamide